C1(CC1)CC1=CNC=2N=CN=C(C21)N[C@H]2CC[C@H](N(C2)C(C=C)=O)C(C)C 1-((2S,5S)-5-((5-(cyclopropylmethyl)-7H-pyrrolo[2,3-d]pyrimidin-4-yl)amino)-2-isopropylpiperidin-1-yl)prop-2-en-1-one